ClC1=CC=C(C=C1)C1=C(CCC(C1)(C)C)CN1CCN(CC1)C1=CC(=C(C=C1)S(=O)(=O)NC(=O)C1=NN(C=C1C)C)OC=1C=C2C(=NC1)NC=C2 N-[4-[4-[[2-(4-chlorophenyl)-4,4-dimethylcyclohexen-1-yl]methyl]piperazin-1-yl]-2-(1H-pyrrolo[2,3-b]pyridin-5-yloxy)phenyl]sulfonyl-1,4-dimethylpyrazole-3-carboxamide